N,N-diisopropyl-p-fluorobenzamide C(C)(C)N(C(C1=CC=C(C=C1)F)=O)C(C)C